6-chloro-8-(2,4-dimethoxypyrimidin-5-yl)-9-tetrahydropyran-2-yl-purine ClC1=C2N=C(N(C2=NC=N1)C1OCCCC1)C=1C(=NC(=NC1)OC)OC